ethyl 4-((4-fluoro-2-methylphenyl)amino)-2-(trifluoro-methyl)pyrimidine-5-carboxylate FC1=CC(=C(C=C1)NC1=NC(=NC=C1C(=O)OCC)C(F)(F)F)C